(3,4,5-trihydroxy-6-hydroxymethyl-tetrahydropyran-2-yl)-phosphoramidic acid dimethyl ester COP(OC)(=O)NC1OC(C(C(C1O)O)O)CO